ethyl 7-fluoro-8-(5-(2-hydroxypropan-2-yl)-1-methyl-1H-1,2,4-triazol-3-yl)-1-isopropyl-4-oxo-4H-quinolizine-3-carboxylate FC1=CN2C(C(=CC(=C2C=C1C1=NN(C(=N1)C(C)(C)O)C)C(C)C)C(=O)OCC)=O